N-((S)-(4,4-difluorocyclohexyl)(5-((S)-2-methoxy-1-((S)-2-oxo-4-(trifluoromethyl)-imidazolidin-1-yl)ethyl)benzo[d]oxazol-2-yl)methyl)-4-methyl-4H-1,2,4-triazole-3-carboxamide FC1(CCC(CC1)[C@H](NC(=O)C1=NN=CN1C)C=1OC2=C(N1)C=C(C=C2)[C@@H](COC)N2C(N[C@@H](C2)C(F)(F)F)=O)F